(1aS,7bR)-2-hydroxy-5-[(1-{[(2R)-4-methylmorpholin-2-yl]acetyl}azetidin-3-yl)oxy]-1,1a,2,7b-tetrahydrocyclopropa[c][1,2]benzoxaborinine-4-carboxylic acid OB1OC2=C([C@H]3[C@@H]1C3)C=CC(=C2C(=O)O)OC2CN(C2)C(C[C@@H]2CN(CCO2)C)=O